(S)-3-(4-bromo-2,5-dimethylOxyphenyl)pyrrolidine hydrobromide Br.BrC1=CC(=C(C=C1OC)[C@H]1CNCC1)OC